ClC1=NC=C(C(=C1)C1=C(C=NC(=C1)C)C(=O)NC=1SC2=C(N1)CN(C2)C(=O)C2=NC=1N(C=C2)N=CC1)OC 2'-Chloro-5'-methoxy-6-methyl-N-(5-(pyrazolo[1,5-a]pyrimidine-5-carbonyl)-5,6-dihydro-4H-pyrrolo[3,4-d]thiazol-2-yl)-[4,4'-bipyridine]-3-carboxamide